5-Ethyl-3-(trifluoromethyl)-8,9-dihydropyrido[3',2':4,5]pyrrolo[1,2-a]pyrazine C(C)C=1C2=C(N3C1C=NCC3)N=CC(=C2)C(F)(F)F